5,7-dimethyl-3-((1-(4-(trifluoromethoxy)phenyl)-3-azabicyclo[3.1.0]hex-3-yl)carbonyl)pyrazolo[1,5-a]pyrazin-4(5H)-one CN1C(C=2N(C(=C1)C)N=CC2C(=O)N2CC1(CC1C2)C2=CC=C(C=C2)OC(F)(F)F)=O